methyl-(4-fluorophenylethyl)silane C[SiH2]CCC1=CC=C(C=C1)F